C(C)(=O)OCC1=CC=C(C=C1)COC(C)=O 1,4-phenylenebis(methylene) diacetate